NC(COCCO)N ethyleneglycol bis-aminoethyl ether